C1(=CC=CC=C1)C(C)N1CCC(CC1)C1=C(OC=C1)C(=O)NC(C)C1=CC=CC=C1 (1-Phenylethylpiperidin-4-yl)-N-(1-phenylethyl)-2-furoamide